5-(1-(2-chlorophenyl)-1H-pyrazol-4-yl)-2'-methoxy-1-methyl-[4,4'-bipyridin]-2(1H)-one ClC1=C(C=CC=C1)N1N=CC(=C1)C=1C(=CC(N(C1)C)=O)C1=CC(=NC=C1)OC